ClC1=CC(=C(C=C1Cl)CN1CCC(CC1)(CO)CNC(C=C)=O)O N-([1-[(4,5-dichloro-2-hydroxyphenyl)methyl]-4-(hydroxymethyl)piperidin-4-yl]methyl)prop-2-enamide